O=C1OC2=CC(=CC=C2C(=C1)C1=C(C=CC=C1)C)C(=O)N1C[C@H](CC1)CNC(C)=O (R)-N-((1-(2-oxo-4-(o-tolyl)-2H-chromene-7-carbonyl)pyrrolidin-3-yl)methyl)acetamide